Cl.CC1=CC(=NO1)C(=O)N 5-methylisoxazole-3-carboxamide hydrochloride